3''-Chloro-4''-((2,4-difluorophenyl)methoxy-d2)-3-(2-hydroxypropan-2-yl)-5',6''-dimethyl-2H,2''H-[1,2':4',1''-terpyridine]-2,2''-dione ClC=1C(N(C(=CC1OC([2H])([2H])C1=C(C=C(C=C1)F)F)C)C1=CC(=NC=C1C)N1C(C(=CC=C1)C(C)(C)O)=O)=O